3-acetyl-4-hydroxy-5-sec-butyl-pyrrolin C(C)(=O)C1=CNC(C1O)C(C)CC